C(#N)N(C1=C(C=CC=C1)CC)C#N N,N-dicyanoethyl-aniline